[Na+].NC1=C(C=C(C2=CC=CC=C12)S(=O)(=O)[O-])N=NC=1C=NC(=CC1)C1=C(C(=CC(=C1)C)C=O)OCCCC 4-amino-3-[6-(3-formyl-2-butoxy-5-methylphenyl)pyridine-3-ylazo]naphthalene-1-sulfonic acid sodium salt